2-[(1S)-1-aminoethyl]pyridine-4-carbonitrile N[C@@H](C)C1=NC=CC(=C1)C#N